The molecule is a gallate ester obtained by formal condensation of the carboxy group of gallic acid with the (3R)-hydroxy group of epiafzelechin. It has a role as a Camellia sinensis metabolite. It is a gallate ester, a polyphenol and a member of flavans. It derives from a (-)-epiafzelechin. C1[C@H]([C@H](OC2=CC(=CC(=C21)O)O)C3=CC=C(C=C3)O)OC(=O)C4=CC(=C(C(=C4)O)O)O